tert-butyl (S)-3-((3-fluoroquinolin-5-yl)(methyl)amino)pyrrolidine-1-carboxylate FC=1C=NC2=CC=CC(=C2C1)N([C@@H]1CN(CC1)C(=O)OC(C)(C)C)C